N-[(S)-1-(3,4-difluorophenyl)ethyl]-4-[(S)-5-methyl-1,4-diazepan-1-yl]-8-cyclopropyl-6-methyl-1,7-diaza-3-naphthamide FC=1C=C(C=CC1F)[C@H](C)NC(=O)C=1C=NC2=C(N=C(C=C2C1N1CCN[C@H](CC1)C)C)C1CC1